C1(CCCCC1)CCCC1C(C1)C(=O)O 2-(3-cyclohexylpropyl)cyclopropanecarboxylic acid